2-{5-[(piperidin-4-yl)amino]pyrazin-2-yl}-5-(1H-pyrazol-4-yl)phenol-Tetrahydrochlorid Cl.Cl.Cl.Cl.N1CCC(CC1)NC=1N=CC(=NC1)C1=C(C=C(C=C1)C=1C=NNC1)O